ClC1=CC=C(C(=N1)C1=NOC(N1)=O)O[C@H](C)C=1C=C(C=C2C(C(=C(OC12)C1=NC=CC=C1F)C)=O)C 3-[6-Chloro-3-[(1R)-1-[2-(3-fluoro-2-pyridyl)-3,6-dimethyl-4-oxo-chromen-8-yl]ethoxy]-2-pyridyl]-4H-1,2,4-oxadiazol-5-one